2-chloro-5-iodo-4-((prop-2-enylamino)oxy)nicotinonitrile ClC1=C(C#N)C(=C(C=N1)I)ONCC=C